4-(((1R,2S)-2-(6-(2,4-dioxo-1,2,3,4-tetrahydropyrimidin-5-yl)imidazo[1,2-b]pyridazin-8-yl)cyclopropyl)methyl)benzonitrile O=C1NC=C(C(N1)=O)C=1C=C(C=2N(N1)C=CN2)[C@@H]2[C@H](C2)CC2=CC=C(C#N)C=C2